tert-butyl (1-(2-methoxyethyl)piperidin-4-yl)carbamate COCCN1CCC(CC1)NC(OC(C)(C)C)=O